(R)-(4-(1-(3-trifluoromethylphenyl)ethylamino)-2-methylpyrido[2,3-d]pyrimidin-6-yl)dimethylphosphine oxide FC(C=1C=C(C=CC1)[C@@H](C)NC=1C2=C(N=C(N1)C)N=CC(=C2)P(C)(C)=O)(F)F